(1R)-8-(6-amino-5-((2-amino-3-chloropyridin-4-yl)thio)pyrazin-2-yl)-2-methyl-8-azaspiro[4.5]decan-1-amine NC1=C(N=CC(=N1)N1CCC2(CCC([C@H]2N)C)CC1)SC1=C(C(=NC=C1)N)Cl